CN([Si](N[Si](C)(C)C)(C)C)C 1-dimethylamino-1,1,3,3,3-pentamethyldisilazane